CN1[C@H]2[C@@](CCC1)(CCC2)COC=2N=C(C1=C(N2)C(=C(N=C1)C1=CC(=CC2=CC=CC=C12)O)F)N1CCOC[C@](C1)(O)C (6S)-4-(2-{[(4aS,7aR)-1-methyl-octahydro-1H-cyclopenta[b]pyridin-4a-yl]methoxy}-8-fluoro-7-(3-hydroxy-naphthalen-1-yl)pyrido[4,3-d]pyrimidin-4-yl)-6-methyl-1,4-oxazepan-6-ol